2-Methyl-1-(octahydro-7,7a-dimethyl-1H-inden-1-yl)-propan-1-one CC(C(=O)C1CCC2CCCC(C12C)C)C